CC1=NOC(=C1C1=CC=C2C(=N1)NC=C2C2=NC(=NC=C2C(F)(F)F)N[C@@H]2[C@H](CCC2)NCC)C (1S,2S)-N1-[4-[6-(3,5-dimethylisoxazol-4-yl)-1H-pyrrolo[2,3-b]pyridin-3-yl]-5-(trifluoromethyl)pyrimidin-2-yl]-N2-ethyl-cyclopentane-1,2-diamine